5-(6-chloropyridin-2-yl)-N-hydroxyfuran-2-carbimidoyl chloride ClC1=CC=CC(=N1)C1=CC=C(O1)C(=NO)Cl